Methyl (R)-3-((1R,3R)-1-(2-chloro-3-methylpyridin-4-yl)-3-methyl-1,3,4,9-tetrahydro-2H-pyrido[3,4-b]indol-2-yl)-2-methylpropanoate ClC1=NC=CC(=C1C)[C@H]1N([C@@H](CC2=C1NC1=CC=CC=C21)C)C[C@H](C(=O)OC)C